methyl 6-acetamido-2,3-dihydro-1H-indene-5-carboxylate C(C)(=O)NC1=C(C=C2CCCC2=C1)C(=O)OC